Cl.FC(CC[C@@H](C=C)N)(F)F (S)-6,6,6-trifluorohex-1-en-3-amine hydrochloride